rac-(5R,8R)-5-methyl-5,6,7,8-tetrahydroquinoline-8-carbonitrile C[C@H]1C=2C=CC=NC2[C@@H](CC1)C#N |r|